1-(naphthalene-2-ylmethyl)quinolin C1=C(C=CC2=CC=CC=C12)CN1CC=CC2=CC=CC=C12